methyl (S)-2-(1-(1-(2-(5-cyclopropyl-4,7-difluoro-3,3-dimethyl-2-oxoindolin-1-yl)acetamido)ethyl)cyclopropyl)acetate C1(CC1)C=1C(=C2C(C(N(C2=C(C1)F)CC(=O)N[C@@H](C)C1(CC1)CC(=O)OC)=O)(C)C)F